(1R,3S,5R)-2-(2-(3-acetyl-5-(5-(hydroxymethyl)pyrazin-2-yl)-7-methyl-1H-indazol-1-yl)acetyl)-N-(6-bromo-3-methylpyridin-2-yl)-5-methyl-2-azabicyclo[3.1.0]hexane-3-carboxamide C(C)(=O)C1=NN(C2=C(C=C(C=C12)C1=NC=C(N=C1)CO)C)CC(=O)N1[C@@H]2C[C@@]2(C[C@H]1C(=O)NC1=NC(=CC=C1C)Br)C